8-[(1-acetyl-4-piperidinyl)methoxy]-4-[(2R)-3-(3,4-dihydro-1H-isoquinolin-2-yl)-2-hydroxy-propyl]-2,3-dihydro-1,4-benzoxazepin-5-one C(C)(=O)N1CCC(CC1)COC1=CC2=C(C(N(CCO2)C[C@@H](CN2CC3=CC=CC=C3CC2)O)=O)C=C1